tert-butyl 2-((2'-(5-methoxy-5-oxopentyl)-[1,1'-biphenyl]-3-yl)methyl)-3-(methylsulfonamido)piperidine-1-carboxylate COC(CCCCC1=C(C=CC=C1)C1=CC(=CC=C1)CC1N(CCCC1NS(=O)(=O)C)C(=O)OC(C)(C)C)=O